C(C)(C)(C)OC(=O)N1C[C@@H]2[C@H](CC1)C(N(C2)C2=NC=C(C(=O)O)C=C2)=O 6-((3aR,7aS)-5-(tert-butoxycarbonyl)-1-oxooctahydro-2H-Pyrrolo[3,4-c]pyridin-2-yl)nicotinic acid